diethyl ((E)-3-(4-fluorophenyl)acryloyl)-L-valyl-D-glutamate FC1=CC=C(C=C1)/C=C/C(=O)N[C@@H](C(C)C)C(=O)N[C@H](CCC(=O)OCC)C(=O)OCC